(5aS,6R,11bS)-14-(cyclopropylmethyl)-3-(2-(pyrazolo[1,5-a]pyridin-2-yl)ethyl)-2,3,4,5,6,7-hexahydro-6,11b-(epiminoethano)naphtho[1,2-d]azepine-5a,10(1H)-diol C1(CC1)CN1CC[C@]23CCN(CC[C@]2([C@H]1CC1=CC=C(C=C13)O)O)CCC1=NN3C(C=CC=C3)=C1